FC1(CC(C1)(CO)NC(C(=O)C1=C(C(=C(N1CCF)C)C(=O)NC1=CC(=C(C=C1)F)C)C)=O)F 5-(2-((3,3-difluoro-1-(hydroxymethyl)cyclobutyl)amino)-2-oxoacetyl)-N-(4-fluoro-3-methylphenyl)-1-(2-fluoroethyl)-2,4-dimethyl-1H-pyrrole-3-carboxamide